9H-carbazol-1-yl-boric acid C1(=CC=CC=2C3=CC=CC=C3NC12)OB(O)O